tris(methoxyphenoxy) phosphate P(=O)(OOC1=C(C=CC=C1)OC)(OOC1=C(C=CC=C1)OC)OOC1=C(C=CC=C1)OC